FC1=C(C(=CC(=C1)C1CNCCC1)O)N1CC(NS1(=O)=O)=O 5-(2-fluoro-6-hydroxy-4-(piperidin-3-yl)phenyl)-1,2,5-thiadiazolidin-3-one 1,1-dioxide